C(CC)(=O)OC1(C=2C=CC3=C(C2C2=NC4=CC=CC=C4C=C21)C=CC=C3)CC3(C=2C=CC1=C(C2C2=NC4=CC=CC=C4C=C23)C=CC=C1)OC(CC)=O 3'-[methylenebis(7H-benzo[6,7]indeno[1,2-b]quinolin-7,7-diyl)] dipropionate